1-{3-[4-(4-aminopiperidin-1-yl)-3-(3-fluoro-5-methylphenyl)quinolin-6-yl]-4-methylpyridin-2-yl}-3-methoxyurea NC1CCN(CC1)C1=C(C=NC2=CC=C(C=C12)C=1C(=NC=CC1C)NC(=O)NOC)C1=CC(=CC(=C1)C)F